FC(C(=O)O)(S(=O)(=O)F)F 2,2-difluoro-2-fluorosulfonyl-acetic acid